ClC1=CC(=CC=2N=C(OC21)C=2C(=C(C=CC2)C2=C(C(=CC=C2)NC=2N=CC=C1C(=CC=NC21)CN2CC(CC2)O)C)C)C=O 7-chloro-2-(3'-((4-((3-hydroxypyrrolidin-1-yl)methyl)-1,7-naphthyridin-8-yl)amino)-2,2'-dimethyl-[1,1'-biphenyl]-3-yl)benzo[d]oxazole-5-carbaldehyde